Ethyl 4-methoxy-3-(5-methoxypyrimidin-2-yl)-5-nitrophenylacetate COC1=C(C=C(C=C1[N+](=O)[O-])CC(=O)OCC)C1=NC=C(C=N1)OC